(2S)-N-[(1S)-1-[5-(2,4-difluorophenyl)-1H-imidazol-2-yl]ethyl]-4-[(2S)-2-methyl-1-piperidyl]-4-oxo-2-(p-tolylsulfonylamino)butanamide FC1=C(C=CC(=C1)F)C1=CN=C(N1)[C@H](C)NC([C@H](CC(=O)N1[C@H](CCCC1)C)NS(=O)(=O)C1=CC=C(C=C1)C)=O